N1C=CC2=CC=CC(=C12)C(=O)N1C[C@H](CC1)C(=O)NC1=CC(=C(C(=C1)F)F)F (S)-1-(1H-indole-7-carbonyl)-N-(3,4,5-trifluorophenyl)pyrrolidine-3-carboxamide